(trans)-4-((R)-7-(4-Chloro-3-(trifluoromethyl)benzoyl)-2-(isopropylamino)-6-methyl-4-oxo-5,6,7,8-tetrahydropyrido[3,4-d]pyrimidin-3(4H)-yl)-1-fluoro-N-methylcyclohexanecarboxamide ClC1=C(C=C(C(=O)N2CC=3N=C(N(C(C3C[C@H]2C)=O)C2CCC(CC2)(C(=O)NC)F)NC(C)C)C=C1)C(F)(F)F